[S].C(C(C)C)C=1C(NC2=CC=CC=C2C1)=O isobutyl-quinolone sulfur